N1C(=NC2=C1C=CC=C2)CC2=CC(=CC1=NC3=CC=CC=C3C=C21)N2N=CC(=C2)C(=O)NCC2=NC=CC=C2F 1-[1-(1H-1,3-Benzodiazol-2-ylmethyl)acridin-3-yl]-N-[(3-fluoropyridin-2-yl)methyl]-1H-pyrazole-4-carboxamide